2-[(4-{7-[(1S,3S,4S,5S,6S)-6-(cyclopropylmethyl)-5-fluoro-2-azabicyclo[2.2.2]octane-3-carbonyl]-2,7-diazaspiro[3.5]non-2-yl}pyrimidin-5-yl)oxy]-5-fluoro-N,N-di(propan-2-yl)benzamide C1(CC1)C[C@@H]1[C@@H]([C@@H]2[C@H](N[C@H]1CC2)C(=O)N2CCC1(CN(C1)C1=NC=NC=C1OC1=C(C(=O)N(C(C)C)C(C)C)C=C(C=C1)F)CC2)F